The molecule is a dTDP-sugar having 4-dehydro-3-methyl-2,6-dideoxy-beta-L-glucose as the sugar component. It is a dTDP-sugar and a tertiary alpha-hydroxy ketone. It derives from a dTDP-L-glucose. C[C@H]1C(=O)[C@](C[C@H](O1)OP(=O)(O)OP(=O)(O)OC[C@@H]2[C@H](C[C@@H](O2)N3C=C(C(=O)NC3=O)C)O)(C)O